(rac)-2-[2-[(1-Ethyl-3-piperidyl)amino]oxazolo[4,5-b]pyridin-5-yl]-3-methyl-5-(trifluoromethyl)phenol C(C)N1C[C@@H](CCC1)NC=1OC=2C(=NC(=CC2)C2=C(C=C(C=C2C)C(F)(F)F)O)N1 |r|